2-((5-(3-(Trans-4-((dimethylamino)methyl)cyclohexyl)-6-methylpyrazolo[1,5-a]pyridin-5-yl)pyrimidin-2-yl)methoxy)Cyclopentane-1-ol CN(C)C[C@@H]1CC[C@H](CC1)C=1C=NN2C1C=C(C(=C2)C)C=2C=NC(=NC2)COC2C(CCC2)O